C(C1=CC=CC=C1)OC1=C2C(=NC(=C1)C1=CN(C3=CN=C(C=C31)NC(C)=O)C)C3(OCC2)COCC3 N-(3-(4'-(Benzyloxy)-4,5,5',6'-tetrahydro-2H-spiro[furan-3,8'-pyrano[3,4-b]pyridin]-2'-yl)-1-methyl-1H-pyrrolo[2,3-c]pyridin-5-yl)acetamide